C(C)(=O)C(CC)=CC=C(C1=CC=C(C=C1)I)Cl 3-acetyl-6-chloro-6-(4-iodophenyl)-hexa-3,5-diene